[2-[6-amino-5-[4-[4-[4-[4-[(3S)-2,6-dioxo-3-piperidyl]-2,3-dihydro-1,4-benzoxazin-8-yl]cyclohexyl]-2-oxo-piperazin-1-yl]pyrazol-1-yl]pyridazin-3-yl]phenoxy]methyl dihydrogen phosphate P(=O)(OCOC1=C(C=CC=C1)C=1N=NC(=C(C1)N1N=CC(=C1)N1C(CN(CC1)C1CCC(CC1)C1=CC=CC=2N(CCOC21)[C@@H]2C(NC(CC2)=O)=O)=O)N)(O)O